aminotetraglyme NCOCCOCCOCCOCCOC